(5S,7S)-2-[2-(Difluoromethoxy)ethylsulfonyl]-7-fluoro-5-phenyl-6,7-dihydro-5H-pyrrolo[1,2-b][1,2,4]triazole FC(OCCS(=O)(=O)C=1N=C2N(N1)[C@@H](C[C@@H]2F)C2=CC=CC=C2)F